CC=1CC(CN1)O 5-methyl-3,4-dihydro-2H-pyrrol-3-ol